BrC1=CC2=C(OC3=C2C=CC=C3C3=CC=CC=C3)C=C1Cl 2-Bromo-3-chloro-6-phenyldibenzo[b,d]furan